COCCC#N 3-methoxy-propionitrile